C(C)(C)(C)OC(=O)NC(C(=O)[O-])C(C)SC 2-((tert-butoxycarbonyl) amino)-3-(methylthio)butanoate